2-(2,6-dioxo-3-piperidinyl)-5-[4-[[4-fluoro-1-(4-piperidinylmethyl)-4-piperidinyl]methyl]piperazin-1-yl]isoindoline-1,3-dione O=C1NC(CCC1N1C(C2=CC=C(C=C2C1=O)N1CCN(CC1)CC1(CCN(CC1)CC1CCNCC1)F)=O)=O